C(C=C)N(C(C(Cl)Cl)=O)CC1OCCCO1 N-allyl-N-[(1,3-dioxan-2-yl)methyl]dichloroacetamide